(1S,2R)-(2-hydroxy-3,5,5-trimethyl-3-cyclopentenyl)methyl-carboxylate O[C@@H]1[C@H](C(C=C1C)(C)C)CC(=O)[O-]